C(CCC)C(CC)CC(C=C)CCCC 3,5-dibutyl-6-heptene